o-Benzenedimethanol C=1(C(=CC=CC1)CO)CO